N-((1r,4r)-4-(cyanomethoxy)cyclohexyl)-5-(1H-imidazol-1-yl)-1H-pyrazolo[4,3-d]pyrimidine-7-carboxamide C(#N)COC1CCC(CC1)NC(=O)C=1C2=C(N=C(N1)N1C=NC=C1)C=NN2